(RS)-6-(4-(1H-pyrazol-1-yl)phenyl)-2,2-difluoro-7-azaspiro[3.5]nonane N1(N=CC=C1)C1=CC=C(C=C1)[C@H]1CC2(CC(C2)(F)F)CCN1 |r|